ClC=1C=2C(N=C3N(C2C=CC1)C1=CC=C(C=C1C3(C)C)C3CCN(CC3)C3=NOC(=C3)C(C(=O)O)C(C)C)=O 2-(3-(4-(4-chloro-7,7-dimethyl-5-oxo-5,7-dihydroindolo[1,2-a]quinazolin-9-yl)piperidin-1-yl)isoxazol-5-yl)-3-methylbutanoic acid